(4-(benzyloxy)-3-(2-(dimethylamino)ethyl)-1H-indol-1-yl)(phenyl)methanone C(C1=CC=CC=C1)OC1=C2C(=CN(C2=CC=C1)C(=O)C1=CC=CC=C1)CCN(C)C